(R)-N4-(3-chloro-4-(thiazol-2-ylmethoxy)phenyl)-N6-(4-methyl-4,5-dihydro-oxazol-2-yl)quinazoline-4,6-diamine ClC=1C=C(C=CC1OCC=1SC=CN1)NC1=NC=NC2=CC=C(C=C12)NC=1OC[C@H](N1)C